N-{4-[(3-{3-cyano-4-[(propan-2-yl)oxy]phenyl}-1-{[2-(trimethylsilyl)ethoxy]methyl}-1H-pyrrolo[2,3-b]pyridin-4-yl)oxy]-3-(trifluoromethyl)phenyl}-N'-[(3-phenyloxetan-3-yl)methyl]urea C(#N)C=1C=C(C=CC1OC(C)C)C1=CN(C2=NC=CC(=C21)OC2=C(C=C(C=C2)NC(=O)NCC2(COC2)C2=CC=CC=C2)C(F)(F)F)COCC[Si](C)(C)C